acryloxypropyltris(β-methoxyethoxy)silane C(C=C)(=O)OCCC[Si](OCCOC)(OCCOC)OCCOC